2-Methyl-5-hydroxytryptamine hydrochloride Cl.CC1=C(CCN)C2=CC(=CC=C2N1)O